cobaltous dichloride [Co](Cl)Cl